N-(3-(4-((3-fluoro-4-((1-methyl-1H-benzo[d]imidazol-5-yl)oxy)phenyl)amino)pyrido[3,2-d]pyrimidin-6-yl)allyl)-N-methylacrylamide FC=1C=C(C=CC1OC1=CC2=C(N(C=N2)C)C=C1)NC=1C2=C(N=CN1)C=CC(=N2)C=CCN(C(C=C)=O)C